(thiazol-2-yl)isoxazole-5-carboxamide S1C(=NC=C1)C1=NOC(=C1)C(=O)N